[Al].[Li].ClC1=C2C(=NC=C1)N(C=C2)CC=2N=NN(C2)C2=CC=C(C(=O)NC1=CC=C(C=C1)F)C=C2 4-(4-((4-chloro-1H-pyrrolo[2,3-b]pyridin-1-yl)methyl)-1H-1,2,3-triazol-1-yl)-N-(4-fluorophenyl)benzamide lithium-aluminum